3-(3-(3,5-bis(trifluoromethyl)phenyl)-1H-pyrazol-1-yl)propionic acid FC(C=1C=C(C=C(C1)C(F)(F)F)C1=NN(C=C1)CCC(=O)O)(F)F